5-nitro-2-((tetrahydro-2H-pyran-4-yl)oxy)benzonitrile [N+](=O)([O-])C=1C=CC(=C(C#N)C1)OC1CCOCC1